C(C1=CC=CC=C1)OC(=O)N[C@@H]1CN(CCC[C@]1(C)F)C(=O)OCC1=CC=CC=C1 benzyl (3R,4S)-3-(((benzyloxy)carbonyl)amino)-4-fluoro-4-methylazepane-1-carboxylate